2-bromo-2-(bromomethyl)glutaronitrile BrC(C#N)(CCC#N)CBr